COC(CNC(=O)C1=NC=C(C=C1O)C1=CCN(CC1)S(=O)(=O)CC1=CC=C(C=C1)C(F)(F)F)=O (5-(1-((4-trifluoromethylbenzyl)sulfonyl)-1,2,5,6-tetrahydropyridin-4-yl)-3-hydroxy-pyridine-2-carbonyl)glycine methyl ester